ClC1=C(C=CC=C1)N/C=C(\C(=O)OCC)/[N+](=O)[O-] ethyl (2E)-3-[(2-chlorophenyl) amino]-2-nitroacrylate